tert-butyl 3-(5-(3-chlorophenyl)-3-hydroxypicolinamido)-2,2-dimethylpropanoate ClC=1C=C(C=CC1)C=1C=C(C(=NC1)C(=O)NCC(C(=O)OC(C)(C)C)(C)C)O